ClC1=C2C(=NC=C1I)N(C=C2)[Si](C(C)C)(C(C)C)C(C)C 4-Chloro-5-iodo-1-(triisopropylsilyl)-1H-pyrrolo[2,3-b]pyridine